CCCCCCCCCCC/C=C/C=C/C=C/C=C(/C(=O)O)\OO (S)-hydroperoxyeicosatetraenoic acid